FC(C[C@H](C(=O)NC1=NC=CC(=C1)C1=C(C2=NC(=CC(=C2N1)[C@H]1OCCC1)F)C1=NC=CC=C1)C1=CC=C(C=C1)F)F (2S)-4,4-Difluoro-N-(4-{5-fluoro-7-[(2S)-oxolan-2-yl]-3-(pyridin-2-yl)-1H-pyrrolo[3,2-b]pyridin-2-yl}pyridin-2-yl)-2-(4-fluorophenyl)butanamid